trifluoro-thymidine-monophosphate P(=O)(O)(O)OC[C@@H]1[C@H](C[C@@H](O1)N1C(=O)NC(=O)C(C(F)(F)F)=C1)O